ClC=1C=C(C=CC1)C=CC 1-(3-chlorophenyl)propaneN